C(C)(CCC)N sec-pentylamine